C(C)(C)(C)[S@](=O)N[C@@H](CC)C1=C2C=C(N=CC2=C(C=C1)OC1CN(C1)C(=O)OCC1=CC=CC=C1)Cl benzyl 3-((5-((S)-1-(((S)-tert-butylsulfinyl)amino)propyl)-3-chloroisoquinolin-8-yl)oxy)azetidine-1-carboxylate